FC([C@H]1[C@@H](C1)NC(C1=CN=CC(=C1N1C[C@]2(CCCN2)CC1)C1=CC(=CC(=C1)F)F)=O)(F)F N-[(1R,2R)-2-(trifluoromethyl)cyclopropyl]-4-{(S)-1,7-diaza-7-spiro[4.4]nonyl}-5-(3,5-difluorophenyl)nicotinamide